NC1=CC2=C(OC(C(N2CC#C)=O)C)C=C1F 6-amino-7-fluoro-2-methyl-4-propargyl-2H-benzo[b][1,4]oxazin-3(4H)-one